methyl 2-methoxy-4-methylpyridine-3-carboxylate COC1=NC=CC(=C1C(=O)OC)C